ClC=1C(N(C(=CC1O[C@H](C)C1=NC=C(C=C1F)F)C)C1=CC(=NC=C1C)C1=NC(=NC=C1)C(C)(C)O)=O (R)-3-chloro-4-(1-(3,5-difluoropyridin-2-yl)ethoxy)-2'-(2-(2-hydroxypropan-2-yl)pyrimidin-4-yl)-5',6-dimethyl-2H-[1,4'-bipyridin]-2-one